C(CCCCCCCCCCCCCCCCCCCCCCCCC)OCCCCCCCCCCCCCCCCCCCCCCCCCC hexacosyl ether